3,5-dibromo-1,1'-biphenyl BrC=1C=C(C=C(C1)Br)C1=CC=CC=C1